C(C(C)C)OC=1C=C(C=C(C1)C#CCN1CCOCC1)SC1=CC(=C(OCC(=O)O)C=C1)C (4-[3-Isobutoxy-5-(3-morpholin-4-yl-prop-1-ynyl)-phenylsulfanyl]-2-methyl-phenoxy)-acetic acid